3-(hydroxyimino)-2-methyltetrahydro-2H-thiopyran 1,1-dioxide ON=C1C(S(CCC1)(=O)=O)C